chloro-N-methyl-N-(4'-(piperidin-4-yloxy)-[1,1'-biphenyl]-3-yl)-[1,2,4]triazolo[4,3-a]quinazolin-5-amine ClC1=NN=C2N1C1=CC=CC=C1C(=N2)N(C=2C=C(C=CC2)C2=CC=C(C=C2)OC2CCNCC2)C